4-(6-(4-methylpiperidine-1-carbonyl)-2-(p-tolyl)imidazo[1,2-a]pyridin-3-yl)benzonitrile CC1CCN(CC1)C(=O)C=1C=CC=2N(C1)C(=C(N2)C2=CC=C(C=C2)C)C2=CC=C(C#N)C=C2